C(C)C1=NC(=CC=C1C=1C=C(C=2N(C1)C=C(N2)C)C)N2CCNCC2 6-(2-ethyl-6-piperazin-1-yl-3-pyridinyl)-2,8-dimethyl-imidazo[1,2-a]pyridine